N1=C(C=CC=C1)C=1NC=CN1 2-(2-pyridyl)imidazole